(S)-N-(7-(3,3-dimethylbut-1-yn-1-yl)-5-methyl-4-oxo-2,3,4,5-tetrahydrobenzo[b][1,4]oxazepin-3-yl)-4-((1-methyl-1H-pyrazol-4-yl)oxy)pyridineamide CC(C#CC1=CC2=C(OC[C@@H](C(N2C)=O)NC(=O)C2=NC=CC(=C2)OC=2C=NN(C2)C)C=C1)(C)C